tert-Butyl (1-((5-chloropyrazin-2-yl)methyl)-1H-pyrazol-4-yl)carbamate ClC=1N=CC(=NC1)CN1N=CC(=C1)NC(OC(C)(C)C)=O